N1[C@H](CCCC1)COC(NC=1N=CC2=CC(=C(C=C2C1)C1=C(C2=C(OCCN2)N=C1)C)F)=O (R)-Piperidin-2-ylmethyl-(7-fluoro-6-(8-methyl-2,3-dihydro-1H-pyrido[2,3-b][1,4]oxazin-7-yl)isochinolin-3-yl)carbamat